4-{(S)-2-[(S)-2-(methoxycarbonylamino)-3-phenylpropionylamino]-2-[4-(thiophen-3-yl)thiazol-2-yl]ethyl}phenylaminosulfonic acid COC(=O)N[C@H](C(=O)N[C@@H](CC1=CC=C(C=C1)NS(=O)(=O)O)C=1SC=C(N1)C1=CSC=C1)CC1=CC=CC=C1